3-Bromo-6,6-dimethyl-8-(2-oxo-2-piperazin-1-yl-ethoxy)-5,6-dihydro-benzo[b]carbazol-11-one hydrochloric acid salt Cl.BrC1=CC=C2C=3C(C4=C(C(C3NC2=C1)(C)C)C=C(C=C4)OCC(N4CCNCC4)=O)=O